3-(4-hydroxyphenyl)-6,8-dimethoxy-7-(3-methylbut-2-en-1-yl)chromen-4-one OC1=CC=C(C=C1)C1=COC2=C(C(=C(C=C2C1=O)OC)CC=C(C)C)OC